phenanthren-3-ylmethanesulfonate C1=CC(=CC=2C3=CC=CC=C3C=CC12)CS(=O)(=O)[O-]